BrC1=CC=C(C=C1)C[C@@H](CC(=O)NCCOCCOCCNC)NC(CCCOC1=C(C=C(C(=C1)[N+](=O)[O-])C(C)O)OC)=O (3S)-4-(4-bromophenyl)-3-(4-(4-(1-hydroxyethyl)-2-methoxy-5-nitrophenoxy)butanamido)-N-(2-(2-(2-(methylamino)ethoxy)ethoxy)ethyl)butanamide